O=C1NC(CCC1C=1C=C(C(=O)N2CCN(CC2)CC2CCN(CC2)C(=O)OC(C)(C)C)C=CC1)=O tert-butyl 4-((4-(3-(2,6-dioxopiperidin-3-yl)benzoyl)piperazin-1-yl)methyl)piperidine-1-carboxylate